2-Fluoro-5-(((3R,5R)-5-hydroxytetrahydrofuran-3-yl)oxy)-3-(5-methylthiazol-2-yl)-N-((R)-1-(2-(Trifluoromethyl)pyrimidin-5-yl)ethyl)benzamide FC1=C(C(=O)N[C@H](C)C=2C=NC(=NC2)C(F)(F)F)C=C(C=C1C=1SC(=CN1)C)O[C@H]1CO[C@H](C1)O